C(C)C(CC(=O)[O-])CCCC 2-ethylhexyl-carboxylate